(S)-N-(1-cyanoethyl)-5-(2-((1-cyclopropyl-1H-pyrazol-4-yl)amino)-5-methylpyrimidin-4-yl)pyridinecarboxamide C(#N)[C@H](C)NC(=O)C1=NC=C(C=C1)C1=NC(=NC=C1C)NC=1C=NN(C1)C1CC1